C(C)(C)(C)OC(=O)N1CCC2(CO2)CC1 6-tert-Butoxycarbonyl-1-oxa-6-azaspiro[2.5]octane